(4-(1-(2,6-dichlorophenyl)azetidin-3-yl)-2,6-diisopropylbenzyl)piperidine-4-carboxylic acid ClC1=C(C(=CC=C1)Cl)N1CC(C1)C1=CC(=C(CN2CCC(CC2)C(=O)O)C(=C1)C(C)C)C(C)C